S1C=NC2=C1C=CC(=C2)C2N(C[C@H](CC2)C)C(=O)OC(C)(C)C tert-butyl (5S)-2-(1,3-benzothiazol-5-yl)-5-methyl-piperidine-1-carboxylate